[N+](=O)([O-])[Pt] nitroplatinum